2-Methyl-1-(8-(5-(oxetan-3-yloxy)-2-(pyridin-4-yl)pyrido[3,4-d]pyrimidin-4-yl)-2,8-diazaspiro[4.5]decan-2-yl)propan-2-ol CC(CN1CC2(CC1)CCN(CC2)C=2C1=C(N=C(N2)C2=CC=NC=C2)C=NC=C1OC1COC1)(C)O